BrCCCCCCCCCCN1C(C2=CC=CC=C2C1=O)=O (10-bromodecyl)isoindoline-1,3-dione